butyl 4-((3aR,4R,6S,6aS)-6-hydroxy-2,2-dimethyltetrahydro-4H-cyclopenta[d][1,3]dioxol-4-yl)piperidine-1-carboxylate O[C@H]1C[C@@H]([C@@H]2[C@H]1OC(O2)(C)C)C2CCN(CC2)C(=O)OCCCC